FC(C(=O)O)(F)F.COC1=C(C=CC(=C1)S(=O)(=O)N1CCOCC1)NC=1N=C(C2=C(N1)NC=C2)NCCC N2-(2-methoxy-4-(morpholinosulfonyl)phenyl)-N4-propyl-7H-pyrrolo[2,3-d]pyrimidine-2,4-diamine 2,2,2-trifluoroacetate